C(C)(C)(C)C1=NOC(=N1)CN1[C@@H](CCN2C1=NC(=CC2=O)N2[C@@H](COCC2)C)C(F)(F)F (S)-9-(3-tert-Butyl-[1,2,4]oxadiazol-5-yl-methyl)-2-((R)-3-methylmorpholin-4-yl)-8-trifluoromethyl-6,7,8,9-tetrahydro-pyrimido[1,2-a]-pyrimidin-4-one